CC1=C(C=NC=C1)C=1C=C2C=C(NC2=CC1)C#N 5-(4-Methylpyridin-3-yl)-1H-indole-2-carbonitrile